mono-calcium phosphate monohydrate O.P(=O)([O-])([O-])O.[Ca+2]